ClC1=C(C(=O)NC2CC2)C=C(C=C1)C1=CC(=NO1)C1=C(C=C(C=C1C(F)(F)F)C(C(F)(F)F)(C(F)(F)F)F)Cl 2-chloro-5-[3-[2-chloro-4-[1,2,2,2-tetrafluoro-1-(trifluoromethyl)ethyl]-6-(trifluoromethyl)phenyl]isoxazol-5-yl]-N-cyclopropylbenzamide